NC1=CC(=C(C=C1F)C1=NN(C2=C1C(=NC=C2C2CCC1(OCCO1)CC2)N)C(C)C)F 3-(4-amino-2,5-difluorophenyl)-1-isopropyl-7-(1,4-dioxaspiro[4.5]decan-8-yl)-1H-pyrazolo[4,3-c]pyridin-4-amine